C(#N)[C@H]1N(CSC1)C(CNC(=O)C1=CC=NC2=CC=C(C=C12)N1CC(C1)N1CCOCC1)=O (R)-N-(2-(4-Cyanothiazolidin-3-yl)-2-oxoethyl)-6-(3-morpholinoazetidin-1-yl)-quinoline-4-carboxamide